C(#N)C1=CC(=C(COC2=CC(=CC(=N2)N2CCN(CC2)C(=O)OC(C)(C)C)COC)C=C1)F tert-butyl 4-(6-((4-cyano-2-fluorobenzyl)oxy)-4-(methoxymethyl)pyridin-2-yl)piperazine-1-carboxylate